2-(1-cyanocyclopropyl)-5-(trifluoromethyl)benzonitrile C(#N)C1(CC1)C1=C(C#N)C=C(C=C1)C(F)(F)F